(E)-N-(3-(3-(2,6-dichloro-3,5-dimethoxyphenyl)-7-(methylamino)-2-oxo-3,4-dihydropyrimido[4,5-d]pyrimidin-1(2H)-yl)propyl)-4-(dimethylamino)but-2-enamide ClC1=C(C(=C(C=C1OC)OC)Cl)N1C(N(C2=NC(=NC=C2C1)NC)CCCNC(\C=C\CN(C)C)=O)=O